2-(5-tert-butyl-4-chloro-2-isopropyl-pyrazol-3-yl)-4-oxo-1H-1,6-naphthyridine-5-carboxamide C(C)(C)(C)C=1C(=C(N(N1)C(C)C)C=1NC=2C=CN=C(C2C(C1)=O)C(=O)N)Cl